FC(C=1C=C(C=CC1)C(CC(=O)C1=CC(=CC=C1)C(F)(F)F)=O)(F)F 1,3-bis(3-trifluoromethylphenyl)propane-1,3-dione